N-(1-Cyclopropyl-2-oxo-1,2-dihydropyridin-3-yl)-2-((1r,4r)-4-(2-iodoethyl)cyclohexyl)-6-methoxy-2H-indazole-5-carboxamide C1(CC1)N1C(C(=CC=C1)NC(=O)C1=CC2=CN(N=C2C=C1OC)C1CCC(CC1)CCI)=O